C(/C1=CC=CC=C1)=C(/C=O)\CCCCC (Z)-2-benzylideneheptaldehyde